COC(=O)N[C@H](C(=O)N[C@@H](CC1=CC=C(C=C1)NS([O-])(=O)=O)C=1N=C(SC1)C=1SC=CC1)CC1=CC=CC=C1.C[NH+](C)C trimethylammonium (4-((S)-2-((S)-2-((methoxycarbonyl)amino)-3-phenylpropanamido)-2-(2-(thiophen-2-yl)thiazol-4-yl)ethyl)-phenyl)sulfamate